ClC=1C(=C(C=O)C=CC1)N 3-chloro-o-aminobenzaldehyde